FC(OC1=CC=C(C=C1)N1C(C=NC=2C=NC(=NC12)OCC)=O)F 8-(4-(difluoromethoxy)phenyl)-2-ethoxypteridin-7(8H)-one